ClC1=C(C=C(C=C1)N1CC2(C3=NC=CC=C31)CCC2)F 1'-(4-chloro-3-fluorophenyl)-1',2'-dihydrospiro[cyclobutane-1,3'-pyrrolo[3,2-b]pyridine]